5-ortho-nitrophenyl-10,15,20-triphenylporphyrin [N+](=O)([O-])C1=C(C=CC=C1)C=1C2=CC=C(N2)C(=C2C=CC(C(=C3C=CC(=C(C=4C=CC1N4)C4=CC=CC=C4)N3)C3=CC=CC=C3)=N2)C2=CC=CC=C2